5,6,7,8-tetrahydrobenzo[e]pyrimidine N1=CN=CC2=C1CCCC2